ONC(C1=CC=C(C=C1)OCCCC(F)(F)F)=N N-hydroxy-4-(4,4,4-trifluorobutoxy)benzimidamide